C(#N)C1CCCCC=2C=CC=C(C(C3=NN=C(C=4C(=CC(=C1N4)C(F)(F)F)NC(OC(C)(C)C)=O)O3)(C(F)(F)F)O)C2 tert-butyl N-[16-cyano-6-hydroxy-6,18-bis(trifluoromethyl)-23-oxa-3,4,21-triazatetracyclo[15.3.1.12,5.17,11]tricosa-1(21),2,4,7,9,11(22),17,19-octaen-20-yl]carbamate